N[C@@H]([C@@H](C(=O)N[C@H](C(=O)NCCCCCCCCOC1=C(C=C2C(=NC(=NC2=C1)C)N[C@H](C)C1=CC(=CC=C1)Br)OC)CC(C)C)O)CC1=CC=CC=C1 (S)-2-((2S,3R)-3-amino-2-hydroxy-4-phenylbutanamido)-N-(8-((4-(((R)-1-(3-bromophenyl)ethyl)amino)-6-methoxy-2-methylquinazolin-7-yl)oxy)octyl)-4-methyl-pentanamide